O'-succinimidyl carbonate C([O-])(ON1C(CCC1=O)=O)=O